BrC1=CC=C(C=C1)C(CCC)Br 1-bromo-4-(1-bromobutyl)benzene